(1R,3S,5R)-N-(6-chloro-3-methylpyridin-2-yl)-5-methyl-2-azabicyclo[3.1.0]Hexane-3-carboxamide hydrochloride Cl.ClC1=CC=C(C(=N1)NC(=O)[C@H]1N[C@@H]2C[C@@]2(C1)C)C